N,N'-di(1-naphthyl)-N,N'-diphenyl-1,1'-biphenyl-4,4'-diamine C1(=CC=CC2=CC=CC=C12)N(C1=CC=C(C=C1)C1=CC=C(C=C1)N(C1=CC=CC=C1)C1=CC=CC2=CC=CC=C12)C1=CC=CC=C1